2-amino-5-(1,5-dimethyl-1H-pyrazol-4-yl)-N-{(3S,4R)-4-[(4-{1-[1-(2-hydroxyethyl)piperidin-4-yl]-3,3-dimethyl-2,3-dihydro-1H-indol-5-yl}phenyl)methoxy]oxolan-3-yl}pyridine-3-carboxamide NC1=NC=C(C=C1C(=O)N[C@H]1COC[C@@H]1OCC1=CC=C(C=C1)C=1C=C2C(CN(C2=CC1)C1CCN(CC1)CCO)(C)C)C=1C=NN(C1C)C